(+)-N-(isoxazol-4-yl)-3-(dimethyl)amino-1,2,3,4-tetrahydro-9H-carbazole-6-carboxamide O1N=CC(=C1)NC(=O)C=1C=C2C=3CC(CCC3NC2=CC1)N(C)C